COC1=CC(=NC=N1)NC(C)=O N-(6-methoxy-pyrimidin-4-yl)-acetamide